N-[3-(7-{[(3S,4R)-3-fluoro-1-methylpiperidin-4-yl]amino}-3-(2,2,2-trifluoroethyl)pyrazolo[1,5-a]pyridin-2-yl)prop-2-yn-1-yl]-2,3-dihydro-1H-pyrrolizine-7-carboxamide F[C@H]1CN(CC[C@H]1NC1=CC=CC=2N1N=C(C2CC(F)(F)F)C#CCNC(=O)C=2C=CN1CCCC21)C